O=S1(CCN(CC1)C(=O)C1=C(C=C(C=C1)NC(=O)C1CC1)C=1SC(=CC1)C(F)(F)F)=O N-[4-(1,1-dioxo-1,4-thiazinane-4-carbonyl)-3-[5-(trifluoromethyl)thiophen-2-yl]phenyl]cyclopropanecarboxamide